methoxymethyl-3-ethylimidazole COCC1=NC=CN1CC